BrC1=C(C=CC(=C1)OC1=CC(=C(C=C1)C1=NC2=C(N1)C=C(C=C2)C(NC(C)C)=N)F)C2=NC1=C(N2)C=C(C=C1)C(NC(C)C)=N 2-(2-Bromo-4-(3-fluoro-4-(6-(N-isopropylcarbamimidoyl)-1H-benzo[d]imidazol-2-yl)phenoxy)phenyl)-N-isopropyl-1H-benzo[d]imidazole-6-carboximidamide